10,10'-bis(2-phenylphenyl)-9,9'-bianthryl C1(=CC=CC=C1)C1=C(C=CC=C1)C1=C2C=CC=CC2=C(C2=CC=CC=C12)C=1C2=CC=CC=C2C(=C2C=CC=CC12)C1=C(C=CC=C1)C1=CC=CC=C1